COC1=CC=C(CO[C@@H]([C@@H](C=C)O)C=C)C=C1 (3R,4R)-4-(4-methoxybenzyloxy)hexa-1,5-dien-3-ol